BrC1=CC=2NC(=C(C2S1)C(C)C)C=1C=C(C=2N(C1)N=CN2)OC 2-bromo-6-isopropyl-5-(8-methoxy-[1,2,4]triazolo[1,5-a]pyridin-6-yl)-4H-thieno[3,2-b]pyrrole